C(C)(C)(C)OC(COC1=CC=C(C=C1)CCC(C(=O)OC)C(C1=CC=C(C=C1)C(F)(F)F)=O)=O methyl 4-{4-[2-(tert-butoxy)-2-oxoethoxy]phenyl}-2-[4-(trifluoromethyl)benzoyl]butanoate